Cl(=O)(=O)(=O)[O-].[Sn+4].Cl(=O)(=O)(=O)[O-].Cl(=O)(=O)(=O)[O-].Cl(=O)(=O)(=O)[O-] tin(IV) perchlorate